C(C#C)OCC(=O)N prop-2-ynyloxy-acetamide